CC1=C(C(=CC(=C1)C)C)C1CC(=C(C(C1)=O)C(CC)=O)O 5-(2,4,6-trimethyl-phenyl)-2-propionyl-3-hydroxy-2-cyclohexene-1-one